Cl.O1C=CC2=NC=C(C=C21)C2=CC=C(C=C2)CN[C@@H]2C[C@@H](CC2)N(C=2C1=C(N=CN2)SC(=C1)CC(F)(F)F)C (1R,3S)-N3-{[4-(furo[3,2-b]pyridin-6-yl)phenyl]methyl}-N1-methyl-N1-[6-(2,2,2-trifluoroethyl)thieno[2,3-d]pyrimidin-4-yl]cyclopentane-1,3-diamine hydrochloride